2-(2,3-Dihydro-benzo[1,4]dioxin-6-yl)-7-[4-(2-fluoro-ethyl)-piperidin-1-yl]-imidazo[1,2-a]pyridine O1CCOC2=C1C=CC(=C2)C=2N=C1N(C=CC(=C1)N1CCC(CC1)CCF)C2